C1(CC1)C1=C(C(=NO1)C1=C(C=CC=C1Cl)Cl)COC1C2C(N(C(C1)C2)C2=CC=C(C(=O)O)C=C2)C 4-(5-[[5-cyclopropyl-3-(2,6-dichlorophenyl)-1,2-oxazol-4-yl]methoxy]-3-methyl-2-azabicyclo[2.2.1]heptan-2-yl)benzoic acid